OB1OCC2=C1C=C(C=C2)CN (1-hydroxy-3H-2,1-benzoxaborol-6-yl)methanamine